[Si](C)(C)(C(C)(C)C)OCC1=CC2=NC=CC(=C2S1)C1=CC(=CC2=C1N(C(CO2)=O)C2CN(C2)C(=O)OC(C)(C)C)Cl tert-butyl 3-[5-[2-[[tert-butyl(dimethyl)silyl]oxymethyl]thieno[3,2-b]pyridin-7-yl]-7-chloro-3-oxo-1,4-benzoxazin-4-yl]azetidine-1-carboxylate